C(C)NC1=CC=C(C=C1)NCC N,N'-diethyl-1,4-phenylenediamine